(R)-2,6-difluoro-4-(3-(trifluoromethyl)morpholino)benzoic acid FC1=C(C(=O)O)C(=CC(=C1)N1[C@H](COCC1)C(F)(F)F)F